(R)-N-(7-methoxy-4-(1-methyl-3-phenyl-1H-pyrazol-4-yl)quinazolin-6-yl)-2-(tetrahydrofuran-2-yl)acetamide COC1=C(C=C2C(=NC=NC2=C1)C=1C(=NN(C1)C)C1=CC=CC=C1)NC(C[C@@H]1OCCC1)=O